(2R,3R,4R,5R,6S)-2-(acetoxymethyl)-4-(4-(4-chloro-3,5-difluorophenyl)-1H-1,2,3-triazol-1-yl)-6-cyanotetrahydro-2H-pyran C(C)(=O)OC[C@@H]1O[C@@H](C[C@H](C1)N1N=NC(=C1)C1=CC(=C(C(=C1)F)Cl)F)C#N